BrC1=CC(=C(C(=C1)C(C)C)CC(=O)OCCCC)C(C)C butyl 2-(4-bromo-2,6-diisopropylphenyl)acetate